5-(3-fluorophenyl)-1H-pyrrole-3-formaldehyde FC=1C=C(C=CC1)C1=CC(=CN1)C=O